trans-2-Octenal C(\C=C\CCCCC)=O